O1C=C(C=C1)C=1N=C(C2=C(N1)SC(=C2)C)NCCCC2=CC(=C(C=C2)C2=CC=C(C=C2)OC(F)(F)F)OC 2-(furan-3-yl)-N-(3-(2-methoxy-4'-(trifluoromethoxy)-[1,1'-biphenyl]-4-yl)propyl)-6-methylthieno[2,3-d]pyrimidin-4-amine